(4-(5-(2-(4,4-difluoropiperidin-1-yl)-6-methoxypyridin-4-yl)-1,3,4-oxadiazol-2-yl)-3-(6-azaspiro[2.5]oct-6-yl)phenyl)-2-hydroxyethane-1-sulfonamide FC1(CCN(CC1)C1=NC(=CC(=C1)C1=NN=C(O1)C1=C(C=C(C=C1)C(CO)S(=O)(=O)N)N1CCC2(CC2)CC1)OC)F